C(C)(C)(C)OC(=O)NC=1C=C(C=C2C=C(N=CC12)NC(=O)[C@H]1[C@@H](C1)C#N)C=1C(=C(C=NC1)NC(OC(C)(C)C)=O)C |r| (±)-tert-butyl N-[5-[8-(tert-butoxycarbonylamino)-3-[[(trans)-2-cyanocyclopropanecarbonyl]amino]-6-isoquinolyl]-4-methyl-3-pyridyl]carbamate